N-(4-tert-butyl-5-(1,2,4-triazol-1-yl)thiazol-2-yl)-3-bromo-1-(3-chloropyridin-2-yl)-5-pyrazolecarboxamide C(C)(C)(C)C=1N=C(SC1N1N=CN=C1)NC(=O)C1=CC(=NN1C1=NC=CC=C1Cl)Br